(3S)-1-tert-butoxycarbonylpyrrolidine-3-carboxylic acid C(C)(C)(C)OC(=O)N1C[C@H](CC1)C(=O)O